ClC1=C(C=C(OCCCCCN)C=C1)COC1(CC1)C=1C=NC=CC1C1=C(C=CC=C1)OC1CC1 5-(4-chloro-3-((1-(4-(2-cyclopropoxyphenyl)pyridin-3-yl)cyclopropoxy)methyl)phenoxy)pentan-1-amine